8-(2,6-dichloropyrimidin-4-yl)-N-(2,3-dihydro-1,4-benzoxazin-4-yl)-4-morpholino-quinoline-3-carboxamide ClC1=NC(=CC(=N1)C=1C=CC=C2C(=C(C=NC12)C(=O)NN1CCOC2=C1C=CC=C2)N2CCOCC2)Cl